ClC=1C(=NC(=CC1)C1=C(C=C(C=C1)C(F)(F)C#N)Cl)C(=O)OC Methyl 3-chloro-6-(2-chloro-4-(cyanodifluoromethyl) phenyl)picolinate